P(=S)(OC1=CC=C(C=C1)N=C=O)(OC1=CC=C(C=C1)N=C=O)OC1=CC=C(C=C1)N=C=O tris(p-isocyanatophenyl) thiophosphate